N1=C(C=CC=C1)C=1C=NC=C(C1)/C(=C/C=1C=C(C=NC1C)C(=O)O)/F 5-[(Z)-2-([2,3'-bipyridine]-5'-yl)-2-fluoroethenyl]-6-methylpyridine-3-carboxylic acid